3-chloro-N-((1R,5S,6r)-3-(5-(3-cyano-6-ethoxypyrazolo[1,5-a]pyridin-4-yl)pyridin-2-yl)-3-azabicyclo[3.1.0]hexan-6-yl)picolinamide isopropyl-5-bromo-3-(hydroxymethyl)picolinate C(C)(C)OC(C1=NC=C(C=C1CO)Br)=O.ClC=1C(=NC=CC1)C(=O)NC1[C@@H]2CN(C[C@H]12)C1=NC=C(C=C1)C=1C=2N(C=C(C1)OCC)N=CC2C#N